tert-butyl 3-(1-methyl-1H-pyrazol-3-yl)-3,6-diazabicyclo[3.1.1]heptane-6-carboxylate CN1N=C(C=C1)N1CC2N(C(C1)C2)C(=O)OC(C)(C)C